COC(=O)C=1C(=C(C=C(C1O)N)C1=CC=CC=C1)C.ClC1=C(C=C(CNC(C(C)C)=O)C=C1)C=1NC(C=C(N1)C=1C=NN(C1)CC(C)C)=O N-{4-chloro-3-[4-(1-isobutyl-1H-pyrazol-4-yl)-6-oxo-1,6-dihydropyrimidin-2-yl]benzyl}isobutyramide Methyl-5-amino-4-hydroxy-2-methyl-[1,1'-biphenyl]-3-carboxylate